1-[(oxan-4-yl)methyl]-1',2'-dihydrospiro[azetidine-3,3'-indol] O1CCC(CC1)CN1CC2(CNC3=CC=CC=C23)C1